[Ni].C1(=CC=CC=C1)P(CCCP(C1=CC=CC=C1)C1=CC=CC=C1)C1=CC=CC=C1 [1,3-bis(diphenylphosphino)propane] nickel